(6-fluoro-7-methoxy-9H-pyrido[3,4-b]indol-1-yl)-2-(3-fluorophenyl)acetamide FC=1C=C2C3=C(NC2=CC1OC)C(=NC=C3)C(C(=O)N)C3=CC(=CC=C3)F